C(C(C)C)(=O)N1[C@H](CN(CC1)C1=C2C=CC(=NC2=CC(=C1)S(NC1(CC1)C)(=O)=O)NC(=O)C12CC2C1)C (S)-N-(5-(4-isobutyryl-3-methylpiperazin-1-yl)-7-(N-(1-methylcyclopropyl)sulfamoyl)quinolin-2-yl)bicyclo[1.1.0]butane-1-carboxamide